[Li+].OC(C(=O)[O-])=C hydroxyl-acrylic acid lithium salt